C1(=CC(=CC(=C1)N)N)C1=CC=C(C=C1)N biphenyl-3,4',5-triamine